N1C(=NC=C1)CNC=1C2=C(N=C(N1)C=1N(C=CN1)C)SC(=C2C)C2=NN(C=C2)C(C)C N-((1H-Imidazol-2-yl)methyl)-6-(1-isopropyl-1H-pyrazol-3-yl)-5-methyl-2-(1-methyl-1H-imidazol-2-yl)thieno[2,3-d]pyrimidin-4-amine